O=C1NC(CCC1N1C(C2=CC=CC(=C2C1)NCCCCCC(=O)N1CCN(CC1)C1=CC=C(N=N1)C(=O)N1CCC(CC1)CCCCNC(\C=C\C=1C=NC=CC1)=O)=O)=O (E)-N-(4-(1-(6-(4-(6-((2-(2,6-dioxopiperidin-3-yl)-1-oxoisoindoline-4-yl)amino)hexanoyl)piperazin-1-yl)pyridazin-3-carbonyl)piperidin-4-yl)butyl)-3-(pyridin-3-yl)acrylamide